C(C1=CC=CC=C1)OCC(C(=O)OC)N1CCC(=CC1)C1=C(C=C(C=C1)[N+](=O)[O-])F methyl 3-benzyloxy-2-[4-(2-fluoro-4-nitro-phenyl)-3,6-dihydro-2H-pyridin-1-yl]propanoate